2-chloro-N-(4-{1-[(4-methoxyphenyl)methyl]-1H-1,2,3-triazol-4-yl}phenyl)pyrimidin-4-amine ClC1=NC=CC(=N1)NC1=CC=C(C=C1)C=1N=NN(C1)CC1=CC=C(C=C1)OC